4-(Methoxymethoxy)-2,3-dihydro-1H-indene COCOC1=C2CCCC2=CC=C1